1-((S)-2-azido-3-methylbutanoyl)-4-hydroxy-N-((R)-2-hydroxy-1-(4-(2-methylpyridin-3-yl)phenyl)ethyl)pyrrolidine-2-carboxamide N(=[N+]=[N-])[C@H](C(=O)N1C(CC(C1)O)C(=O)N[C@@H](CO)C1=CC=C(C=C1)C=1C(=NC=CC1)C)C(C)C